2-n-propyl-2-oxazoline C(CC)C=1OCCN1